N=1N=CN2C=NC(=CC21)OC2=C(C=C(C=C2)NC2=NC=NC1=CC=C(C=C21)[N+](=O)[O-])Cl N-(4-([1,2,4]triazolo[4,3-c]pyrimidin-7-yloxy)-3-chlorophenyl)-6-nitroquinazolin-4-amine